C1(=CC=CC=C1)N1CC(CC2=CC=CC=C12)NC(C=C)=O N-(1-phenyl-1,2,3,4-tetrahydroquinolin-3-yl)acrylamide